5-(4,4-Difluoropiperidin-1-yl)-1,3,4-thiadiazol-2-amine FC1(CCN(CC1)C1=NN=C(S1)N)F